1-(4-(3-bromopropyloxy)phenyl)-3-bromophenyl-2-propen-1-one BrCCCOC1=CC=C(C=C1)C1(CC(=CC=C1)Br)C(C=C)=O